ClC=1C=C(C=C(C1)Cl)C(C(F)(F)O\N=C(/C)\C1=CC=C(C=C1)Br)=C (E)-1-(4-bromophenyl)ethane-1-one-O-(2-(3,5-dichlorophenyl)-1,1-difluoroallyl) oxime